3-methyl-7-azaIndole-5-boronic acid CC1=CNC2=NC=C(C=C12)B(O)O